2,5-Dimethyl-Benzothiophene CC=1SC2=C(C1)C=C(C=C2)C